CC1=CC=C(C=C1)C(C1=CC=C(C=C1)NC1=CC=CC=C1)C1=CC=C(C=C1)NC1=CC=CC=C1 N-{4-[(4-methylphenyl)[4-(phenylamino)phenyl]methyl]phenyl}aniline